C(C)OC1=NC(=NC=C1C(=O)NC=1C=C(C=2N(C1)C=C(N2)C)F)S(=O)C 4-ethoxy-N-(8-fluoro-2-methylimidazo[1,2-a]pyridin-6-yl)-2-(methylsulfinyl)-pyrimidine-5-carboxamide